1,2-dihydroxyphenylethyl methacrylate C(C(=C)C)(=O)OCCC1(C(C=CC=C1)O)O